NNC(=N)N Aminoguanidin